BrC1=CC(=C(C=C1)I)OC(F)F 4-bromo-2-(difluoromethoxy)-1-iodobenzene